O1C2=C(NCC1)C=C(C=C2)C=2N=C(NC2C2=CC(=NC=C2)C)N(C)C 4-(3,4-dihydro-2H-benzo[b][1,4]oxazin-6-yl)-N,N-dimethyl-5-(2-methylpyridin-4-yl)-1H-imidazol-2-amine